1-(3,6-difluoropyridin-2-yl)butan-1-one FC=1C(=NC(=CC1)F)C(CCC)=O